N1N=C(C=C1)CNC1=C(C=C(C=C1)C1=NNC(OC1)=O)C(F)(F)F 5-[4-{[(1H-Pyrazol-3-yl)methyl]amino}-3-(trifluoromethyl)phenyl]-3,6-dihydro-2H-1,3,4-oxadiazin-2-on